CC(C(=O)O)(CC=C)F.FC(C(=O)OC)CC=C Methyl 2-fluoropent-4-enoate (methyl 2-fluoropent-4-enoate)